[NH3+]CC(=O)O Glycinium